(3AS,6aR)-5-(4-phenoxyphenyl)-3,3a,4,6a-tetrahydrocyclopenta[c]pyrrole-2(1H)-carboxylic acid tert-butyl ester C(C)(C)(C)OC(=O)N1C[C@H]2[C@@H](C1)CC(=C2)C2=CC=C(C=C2)OC2=CC=CC=C2